C1(=CC=CC=C1)C1=NC(=NC(=N1)NC1=CC=CC=C1)N[C@H]1C[C@@H](CC1)O (1R,3R)-3-(4-phenyl-6-(phenylamino)-1,3,5-triazin-2-ylamino)cyclopentanol